C(C)(C)(C)C1=CC(=C(C=C1O)NC(=O)C1=CNC2=CC=CC=C2C1=O)[Si](C)(C)C(C)(C)C N-(4-(tert-Butyl)-2-(tert-butyldimethylsilyl)-5-hydroxyphenyl)-4-oxo-1,4-dihydroquinoline-3-carboxamide